FCCCN1C[C@H](CC1)OC1=CC=C(C=C1)C1=C(CSC2=CC(=CC=C12)O)C=1C=CC2=C(NCCO2)C1 6-[4-[4-[(3S)-1-(3-Fluoropropyl)pyrrolidin-3-yl]oxyphenyl]-7-hydroxy-2H-thiochromen-3-yl]-2,3-dihydro-1,4-benzoxazin